FC=1C=C(C=CC1F)C(C(=O)NCC=1C=C2CN(C(C2=CC1)=O)C1C(NC(CC1)=O)=O)(F)F 2-(3,4-difluorophenyl)-N-((2-(2,6-dioxopiperidin-3-yl)-1-oxoisoindol-5-yl)methyl)-2,2-difluoroacetamide